CN(CCCC=CC(CCCCCCCCC=CCC=CCCCCC)CCCCCCCC\C=C/C\C=C/CCCCC)C N,N-dimethyl-6-((z,12z)-octadeca-9,12-dien-1-yl)tetracosan-4,15,18-trien-1-amine